O1COC2=C1C=CC(=C2)C=2C=C1CCN(C(C1=CC2)=O)C=2C=CC(=C(C2)NS(=O)(=O)C)O N-(5-(6-(benzo[d][1,3]dioxol-5-yl)-1-oxo-3,4-dihydroisoquinolin-2(1H)-yl)-2-hydroxyphenyl)methanesulfonamide